NCCOC(CCCCC(=O)[O-])=O AminoethylAdipate